N-(5-(benzyloxy)-3,4,6-trimethylpyridin-2-yl)-3-methylbenzofuran-2-carboxamide C(C1=CC=CC=C1)OC=1C(=C(C(=NC1C)NC(=O)C=1OC2=C(C1C)C=CC=C2)C)C